4,4'-(1,4-phenylenedi(oxy))diphenol C1(=CC=C(C=C1)OC1=CC=C(C=C1)O)OC1=CC=C(C=C1)O